C12(CNCC2C1)C1=CC=C(C=N1)C1=NNC=2C1=NC(=C(C2)OC)C2=C1CCCC1=CC=C2 3-(6-(3-azabicyclo[3.1.0]hexan-1-yl)pyridin-3-yl)-5-(2,3-dihydro-1H-inden-4-yl)-6-methoxy-1H-pyrazolo[4,3-b]pyridine